C(N1N=C(C(=C1)N)O[C@@H]1[C@H](OC1)C)([2H])([2H])[2H] 1-(methyl-d3)-3-(((2r,3s)-2-methyloxetan-3-yl)oxy)-1H-pyrazol-4-amine